OCC(C)(C)NC1=CC=CC(=N1)NC(C1=C(N=CC=C1)N1CCC2(CC2)CC1)=O N-(6-((1-hydroxy-2-methylpropan-2-yl)amino)pyridin-2-yl)-2-(6-azaspiro[2.5]octan-6-yl)nicotinamide